6-fluoro-3-(5-formylthiophen-3-yl)-1-Boc-1H-indole FC1=CC=C2C(=CN(C2=C1)C(=O)OC(C)(C)C)C1=CSC(=C1)C=O